isooctyl-succinic acid sodium [Na].C(CCCCC(C)C)C(C(=O)O)CC(=O)O